3-(acryloyloxymethyl)2-trifluoromethyl-oxetane Lithium [Li].C(C=C)(=O)OCC1C(OC1)C(F)(F)F